N-(4-((5-methoxy-4-(4-(2-methoxyethyl)piperazin-1-yl)-6-((5-methyl-1H-pyrazol-3-yl)amino)pyrimidin-2-yl)thio)phenyl)cyclopropanecarboxamide COC=1C(=NC(=NC1NC1=NNC(=C1)C)SC1=CC=C(C=C1)NC(=O)C1CC1)N1CCN(CC1)CCOC